C(C=C)S(=O)(=O)C1=C(C(=C(C(=N1)NCC1=CC=C(C=C1)OC)F)C)C(F)(F)F 6-(allylsulfonyl)-3-fluoro-N-(4-methoxybenzyl)-4-methyl-5-(trifluoromethyl)pyridin-2-amine